N-(1-((6-(Azetidin-1-yl)pyridin-3-yl)methyl)-1H-pyrazol-4-yl)-6-(3-chloro-6-(difluoromethoxy)-2-fluorophenyl)pyrazine-2-carboxamide N1(CCC1)C1=CC=C(C=N1)CN1N=CC(=C1)NC(=O)C1=NC(=CN=C1)C1=C(C(=CC=C1OC(F)F)Cl)F